OCCC1=C(C(C=CC1(C)C)=O)C 3-(2-hydroxyethyl)-2,4,4-trimethylcyclohexa-2,5-dienone